Ethyl 2-amino-5-(1-methyl-1H-pyrazol-3-yl)-4-phenylthiophene-3-carboxylate NC=1SC(=C(C1C(=O)OCC)C1=CC=CC=C1)C1=NN(C=C1)C